(1R,2R)-2-(2,6-dimethoxy-4-pentylphenyl)-N-methoxy-N,4-dimethylcyclohex-3-enecarboxamide COC1=C(C(=CC(=C1)CCCCC)OC)[C@H]1[C@@H](CCC(=C1)C)C(=O)N(C)OC